rhenium (V) oxygen [O+2].[Re+5]